5-cyclopropyl-2-(7-{[(3R)-1-ethylpiperidin-3-yl]amino}-2-methylpyrrolo[1,5-d][1,2,4]triazin-4-yl)-3-fluorophenol formate salt C(=O)O.C1(CC1)C=1C=C(C(=C(C1)O)C1=NN(CC=2N1C=C(C2)N[C@H]2CN(CCC2)CC)C)F